2'-bromo-5'-chlorospiro[cyclohexane-1,1'-indene]-4-one BrC=1C2(C3=CC=C(C=C3C1)Cl)CCC(CC2)=O